4-(3-chloro-2-methyl-phenyl)-9-fluoro-5-[4-[(3S)-1-(3-fluoropropyl)pyrrolidin-3-yl]oxyphenyl]-2,3-dihydro-1-benzoxepin-8-ol ClC=1C(=C(C=CC1)C=1CCOC2=C(C1C1=CC=C(C=C1)O[C@@H]1CN(CC1)CCCF)C=CC(=C2F)O)C